4-(4-(1-aminoethyl)-8-fluoroquinolin-6-yl)-5-fluoro-N-(5-(4-methylpiperazin-1-yl)pyridin-2-yl)pyridin-2-amine NC(C)C1=CC=NC2=C(C=C(C=C12)C1=CC(=NC=C1F)NC1=NC=C(C=C1)N1CCN(CC1)C)F